The molecule is a benzoate ester in which 4-amino-3-butoxybenzoic acid and 2-(diethylamino)ethanol have combined to form the ester bond; an ester-based local anaesthetic (ester "caine") used especially in ophthalmology and otolaryngology. It has a role as a local anaesthetic, a topical anaesthetic and a drug allergen. It is a benzoate ester, a tertiary amino compound, a substituted aniline and an amino acid ester. It derives from a 2-diethylaminoethanol. CCCCOC1=C(C=CC(=C1)C(=O)OCCN(CC)CC)N